bis[3-(N,N-dimethylamino)propyl]zinc CN(C)CCC[Zn]CCCN(C)C